CC1=C(C=C(C(N1C1=CC(=CC=C1)C(F)(F)F)=O)C(=O)NCCCN1N=CC=C1)C1=CC=CC=C1 6-methyl-2-oxo-5-phenyl-N-[3-(1H-pyrazol-1-yl)propyl]-1-[3-(trifluoromethyl)phenyl]-1,2-dihydropyridine-3-carboxamide